N-[4-[[6-Methoxy-7-[3-(4-morpholinyl)propoxy]-4-quinazolinyl]amino]phenyl]benzamide COC=1C=C2C(=NC=NC2=CC1OCCCN1CCOCC1)NC1=CC=C(C=C1)NC(C1=CC=CC=C1)=O